tert-butyl (1R,2R)-2-((S)-6-(2,5-difluorophenyl)-4-((3-(trifluoromethyl)phenyl)sulfonyl)-3,4-dihydro-2H-benzo[b][1,4]oxazin-2-yl)cyclopropane-1-carboxylate FC1=C(C=C(C=C1)F)C1=CC2=C(O[C@H](CN2S(=O)(=O)C2=CC(=CC=C2)C(F)(F)F)[C@H]2[C@@H](C2)C(=O)OC(C)(C)C)C=C1